C(C=C)C1(C(N(CC1O)C(=O)OCC1=CC=CC=C1)C(=O)OC)CO 1-benzyl 2-methyl 3-allyl-4-hydroxy-3-(hydroxymethyl)pyrrolidine-1,2-dicarboxylate